[2,2'-bithiophen]-5-ylboronic acid S1C(=CC=C1B(O)O)C=1SC=CC1